C(CCC)(=O)NC(C(=O)NC(C(=O)OCCCC)CC(=O)C1=C(C=CC=C1)NC=O)CC(=O)C1=C(C=CC=C1)NC=O butyl 2-(2-butyrylamino-4-(2-formylaminophenyl)-4-oxobutyrylamino)-4-(2-formylaminophenyl)-4-oxobutanoate